N1CCC(CC1)N1N=CC(=C1)C=1C(=NC(=NC1)N)N 5-(1-(piperidin-4-yl)-1H-pyrazol-4-yl)pyrimidine-2,4-diamine